ClC1=C(OC2=CC=C(N=N2)C2CN(C2)C(=O)N2CC3(C2)CC(C3)C3=NN=C(N3)C3CC3)C=CC=C1 [3-[6-(2-chlorophenoxy)pyridazin-3-yl]azetidin-1-yl]-[6-(5-cyclopropyl-4H-1,2,4-triazol-3-yl)-2-azaspiro[3.3]heptan-2-yl]methanone